2-((cis)-4-(tert-butoxycarbonyl)-6,6-difluorohexahydropyrrolo[3,2-b]pyrrol-1(2H)-yl)pyrimidine-5-carboxylic acid C(C)(C)(C)OC(=O)N1CC([C@@H]2N(CC[C@@H]21)C2=NC=C(C=N2)C(=O)O)(F)F